1,2,3,4,6-penta-O-acetyl-D-glucopyranose C(C)(=O)OC1[C@H](OC(C)=O)[C@@H](OC(C)=O)[C@H](OC(C)=O)[C@H](O1)COC(C)=O